NC1=C(C(=NC=2N1N=C(C2CC)C)NCCC2=NN(C=C2)CCCSC)C#N 7-amino-3-ethyl-2-methyl-5-((2-(1-(3-(methylthio)propyl)-1H-pyrazol-3-yl)ethyl)amino)pyrazolo[1,5-a]pyrimidine-6-carbonitrile